(3R,5S)-3,5-dimethyl-piperazine-1-carboxylic acid tert-butyl ester C(C)(C)(C)OC(=O)N1C[C@H](N[C@H](C1)C)C